[C@H](C)(CC)[C@@H]1NC(C2=C(NC1=O)C=CC=C2)C(=O)NC (3S)-3-((S)-sec-Butyl)-N-methyl-2-oxo-2,3,4,5-tetrahydro-1H-benzo[e][1,4]diazepine-5-carboxamide